7-bromo-6-fluoropyrazolo[1,5-a]pyridine-3-carboxylic acid methyl ester COC(=O)C=1C=NN2C1C=CC(=C2Br)F